4-(3-phenylbut-3-en-1-yl)thiomorpholine C1(=CC=CC=C1)C(CCN1CCSCC1)=C